BrC1=C(N)C(=CC(=C1)Cl)CN(C)C1CCCCC1 2-bromo-4-chloro-6-((cyclohexyl-(methyl)amino)methyl)aniline